Methyl 5-(3-methoxyphenyl)-1-(2-methylphenyl)-1H-pyrazole-3-carboxylate COC=1C=C(C=CC1)C1=CC(=NN1C1=C(C=CC=C1)C)C(=O)OC